NCCCCCC(=O)NCCCOC1=CC=C(C=C1)[C@@H](C(N[C@H](CCCN\C(=N/C(NCCNC(CC)=O)=O)\N)C(NCC1=CC=C(C=C1)O)=O)=O)N1CC2=CC=CC=C2C1 6-amino-N-(3-(4-((1S,4R,Z)-9-amino-4-((4-hydroxybenzyl)carbamoyl)-1-(isoindolin-2-yl)-2,11,16-trioxo-3,8,10,12,15-pentaazaoctadec-9-en-1-yl)phenoxy)propyl)hexanamide